2-[1-(4-chloro-1,3-thiazol-2-yl)-1H-pyrazol-4-yl]acetic acid ClC=1N=C(SC1)N1N=CC(=C1)CC(=O)O